BrC=1C(=NC=NC1)C(=O)[O-] 5-bromo-4-pyrimidinecarboxylate